ClC1=C(C=C(C=C1)[C@@H](CO)N1C(C=C(C=C1)C1=NC(=NC=C1)NC1=CC=NN1C)=O)F (S)-1-(1-(4-Chloro-3-fluorophenyl)-2-hydroxyethyl)-4-(2-((1-methyl-1H-pyrazol-5-yl)amino)pyrimidin-4-yl)pyridin-2(1H)-on